5-(5-methylimidazol-1-yl)-2-nitro-benzoic acid CC1=CN=CN1C=1C=CC(=C(C(=O)O)C1)[N+](=O)[O-]